((2S,3S,4S)-5-chloro-6-fluoro-3-methyl-2-((methylamino)methyl)-2-phenyl-2,3-dihydrobenzofuran-4-yl)-5-fluoro-6-(2-hydroxyethoxy)-N-methylnicotinamide ClC=1C(=CC2=C([C@@H]([C@](O2)(C2=CC=CC=C2)CNC)C)C1C1=C(C(=O)NC)C=C(C(=N1)OCCO)F)F